FC1=C(C=CC=C1C(F)(F)F)[C@@H](C)NC=1C2=C(N=C(N1)C)N=C(C(=C2)C2CCS(CC2)(=O)=O)OC2CN(C2)C (R)-4-(4-((1-(2-fluoro-3-(trifluoromethyl)phenyl)ethyl)amino)-2-methyl-7-((1-methylazetidin-3-yl)oxy)pyrido[2,3-d]pyrimidin-6-yl)tetrahydro-2H-thiopyran 1,1-dioxide